N-(2-amino-8-(4,4-difluoropiperidin-1-yl)-7-fluoroquinolin-6-yl)-4-Bromo-2-(6-azaspiro[2.5]octane-6-yl)benzamide NC1=NC2=C(C(=C(C=C2C=C1)NC(C1=C(C=C(C=C1)Br)N1CCC2(CC2)CC1)=O)F)N1CCC(CC1)(F)F